FC=1C=C(C=CC1F)N1C(CC[C@]1(C)C1=NC2=C(N1C1CCC(CC1)OC)C=CC(=C2)C=2C(=NOC2C)C)=O (R)-1-(3,4-difluorophenyl)-5-(5-(3,5-dimethylisoxazol-4-yl)-1-((1R,4R)-4-methoxycyclohexyl)-1H-benzo[d]imidazol-2-yl)-5-methylpyrrolidin-2-one